[Si](C)(C)(C(C)(C)C)OCC=1C=C(C=C(C1B1OC(CO1)(C)C)F)NC1=NC=C(C(=N1)N[C@H]1[C@@H](CCCC1)C#N)Cl (trans)-2-((2-((3-(((tert-butyldimethylsilyl)oxy)methyl)-4-(5,5-dimethyl-1,3,2-dioxaborolan-2-yl)-5-fluorophenyl)amino)-5-chloropyrimidin-4-yl)amino)cyclohexane-1-carbonitrile